O(C1[C@H](O)[C@@H](O)[C@@H](O)[C@H](O1)CO)C1=C(C=C(C=C1)C=C[N+](=O)[O-])OC 2-methoxy-4-(2-nitrovinyl)phenyl D-galactopyranoside